tert-butyl (S)-2-(hydroxy(phenyl)methyl)pyrrolidine-1-carboxylate OC([C@H]1N(CCC1)C(=O)OC(C)(C)C)C1=CC=CC=C1